benzyl((8-fluoro-6,12-dioxo-6,12-dihydroindolo[2,1-b]quinazolin-2-yl)methyl)carbamate C(C1=CC=CC=C1)OC(NCC=1C=C2C(N3C(=NC2=CC1)C(C1=CC(=CC=C13)F)=O)=O)=O